N6-((pent-4-yn-1-yloxy)carbonyl)-L-lysine C(CCC#C)OC(=O)NCCCC[C@H](N)C(=O)O